3,3-Difluorocyclobutane-1-amine hydrochloride Cl.FC1(CC(C1)N)F